N=C1C(N(C2=C3C(=NC=C2C1)C=CC=C3)C3=CC(=CC=C3)C(F)(F)F)=O imino-2-oxo-1-[3-(trifluoromethyl)phenyl]-1,2-dihydrobenzo[h][1,6]naphthyridine